Cl.CC1=C(C=CC(=C1)B1OC(C(O1)(C)C)(C)C)[C@@H](C)N (R)-1-(2-methyl-4-(4,4,5,5-tetramethyl-1,3,2-dioxaborolan-2-yl)phenyl)ethan-1-amine hydrochloride